FC=1C=C(CC=2C=CC(=NC2)N)C=C(C1F)F 5-(3,4,5-trifluorobenzyl)pyridin-2-amine